3-hydroxy-3-(1H-imidazol-4-yl)-1-methylpyrrolidin-2-one trifluoroacetate FC(C(=O)O)(F)F.OC1(C(N(CC1)C)=O)C=1N=CNC1